copper 5,10,15,20-tetra(4-ethynylphenyl)porphyrin C(#C)C1=CC=C(C=C1)C=1C2=CC=C(N2)C(=C2C=CC(C(=C3C=CC(=C(C=4C=CC1N4)C4=CC=C(C=C4)C#C)N3)C3=CC=C(C=C3)C#C)=N2)C2=CC=C(C=C2)C#C.[Cu]